CC1CC2=C(C3=CC=CC=C3C(=C2CC1)O)OC(C(=C)C)=O 2-methyl-9-methacryloyloxy-10-Hydroxy-1,2,3,4-tetrahydroanthracene